3,6-dimethyl-2-morpholino-8-[1-[2-(2,2,5,5-tetramethyl-1,3-dioxolan-4-yl)anilino]ethyl]quinazolin-4-one CN1C(=NC2=C(C=C(C=C2C1=O)C)C(C)NC1=C(C=CC=C1)C1OC(OC1(C)C)(C)C)N1CCOCC1